NC1=NC(=C2C(=N1)N(N=C2)[C@](C(=O)OC)(C)C2=CC=CC=C2)NNC(=O)C=2OC=CC2 methyl (R)-2-(6-amino-4-(2-(furan-2-carbonyl)hydrazinyl)-1H-pyrazolo[3,4-d]pyrimidin-1-yl)-2-phenylpropanoate